Fmoc-(S)-isoindolone C(=O)(OCC1C2=CC=CC=C2C2=CC=CC=C12)C1=NC(C2=CC=CC=C12)=O